6-(3-chloro-6-(difluoromethyl)-2-fluorophenyl)pyrimidin-4-ol ClC=1C(=C(C(=CC1)C(F)F)C1=CC(=NC=N1)O)F